FC1=C(OC[C@H](CN(C(OC(C)(C)C)=O)[C@@H]2COC3(C2)CCNCC3)O)C=CC=C1S(=O)(=O)C tert-butyl ((S)-3-(2-fluoro-3-(methylsulfonyl)phenoxy)-2-hydroxypropyl)((S)-1-oxa-8-azaspiro[4.5]decan-3-yl)carbamate